COCC(COC)NC1=CC=C(CCNC2=NC=3N(C(=N2)N)N=C(N3)C=3OC=CC3)C=C1 N5-(4-(1,3-dimethoxypropane-2-ylamino)phenethyl)-2-(furan-2-yl)-[1,2,4]triazolo[1,5-a][1,3,5]triazine-5,7-diamine